COC(C(=CC1=CC=C(C=C1C)OC)C#N)=O.F[C@@H]1[C@H](C1)C(=O)N1C2CN(CC1CC2)C2=NC=NN1C2=CC(=C1)C=1C=NN(C1)C ((1R,2S)-2-fluorocyclopropyl)(3-(6-(1-methyl-1H-pyrazol-4-yl)pyrrolo[2,1-f][1,2,4]triazin-4-yl)-3,8-diazabicyclo[3.2.1]oct-8-yl)methanone methyl-α-cyano-6-methyl-p-methoxycinnamate